1,4-bis(p-fluorophenoxy)benzene FC1=CC=C(OC2=CC=C(C=C2)OC2=CC=C(C=C2)F)C=C1